2,2,4,4-tetramethylpyrrolidine CC1(NCC(C1)(C)C)C